isopropylhept-2-enediamide C(C)(C)C(C(=O)N)=CCCCC(=O)N